CC1=C(C=C(C(=O)NCC2=NC=CC(=C2)C=2C=NN(C2)C2CCNCC2)C=C1)S(=O)(=O)C 4-methyl-3-(methylsulfonyl)-N-((4-(1-(piperidin-4-yl)-1H-pyrazol-4-yl)pyridin-2-yl)methyl)benzamide